1-{3-fluorobicyclo[1.1.1]pentan-1-yl}ethan-1-amine FC12CC(C1)(C2)C(C)N